IC1=CNC2=CN=CC(=C21)C2=CN=C1N2C=C(C=C1)NC 3-(3-iodo-1H-pyrrolo[2,3-c]pyridin-4-yl)-N-methylimidazo[1,2-a]pyridin-6-amine